N[C@@H](CCC(=O)O)C(=O)N[C@H](C(=O)OC)CCCCNC(CCCC1=CC=C(C=C1)I)=O (S)-4-amino-5-(((S)-6-(4-(4-iodophenyl)butanamido)-1-methoxy-1-oxohex-2-yl)amino)-5-oxopentanoic acid